tert-butyl N-[(1S,3S)-3-[(5-propanoylpyrazolo[1,5-a]pyrimidin-7-yl)amino]cyclopentyl]carbamate C(CC)(=O)C1=NC=2N(C(=C1)N[C@@H]1C[C@H](CC1)NC(OC(C)(C)C)=O)N=CC2